2-(2,3-Dihydro-1H-Inden-2-Yl)Ethyl 4-Methylbenzene-1-Sulfonate CC1=CC=C(C=C1)S(=O)(=O)OCCC1CC2=CC=CC=C2C1